N1=CN=CC(=C1)C(C(C(=O)OCC)O)O ethyl 3-(pyrimidin-5-yl)-2,3-dihydroxypropionate